NC[C@@]1([C@@H]2CCN(C[C@H]12)C1=CN=C2C(=N1)NN=C2C=2C(=C1CN(C(C1=CC2)=O)C)Cl)C2=C(C=CC=C2)F 5-(6-((1S,6R,7R)-7-(aminomethyl)-7-(2-fluorophenyl)-3-azabicyclo[4.1.0]heptan-3-yl)-1H-pyrazolo[3,4-b]pyrazin-3-yl)-4-chloro-2-methylisoindolin-1-one